C1(=CC=CC=C1)C(=O)NNC=1C=2N=CN([C@H]3[C@H](O)[C@H](O)[C@@H](CO)O3)C2N=CN1 N6-(phenyl-carbonylamino)-adenosine